C1(CCC1)CN[C@H]1CN(CCC1)C1=CC(N(C=C1)C(C)N1N=NC(=C1)C=1N=NC=C(C1)NC)=O 4-((R)-3-((cyclobutylmethyl)amino)piperidin-1-yl)-1-(1-(4-(5-(methyl-amino)pyridazin-3-yl)-1H-1,2,3-triazol-1-yl)ethyl)pyridin-2(1H)-one